ClC1=C(C(=CC=C1Cl)F)[C@]1(CN(CC1)C(C=C)=O)NC1=CC=C2C3(C(N(C2=C1)C)=O)CC3 6'-{[(3R)-3-(2,3-Dichloro-6-fluorophenyl)-1-(prop-2-enoyl)pyrrolidin-3-yl]amino}-1'-methylspiro[cyclopropane-1,3'-indol]-2'-one